[Cu+2].C(CC)(N)N propanediamine copper (II)